(S)-2-((((9H-fluoren-9-yl)methoxy)carbonyl)amino)-3-(5-methylisoxazol-3-yl)propanoic acid C1=CC=CC=2C3=CC=CC=C3C(C12)COC(=O)N[C@H](C(=O)O)CC1=NOC(=C1)C